3-methyl-L-histidine CN1C=NC=C1C[C@H](N)C(=O)O